CN(CCCNC(C(=O)NCCCCCCCC\C=C/CCCCCCCC)CCCCCCCCCCCCCCC)C (Z)-2-((3-(dimethylamino)propyl)amino)-N-(octadec-9-en-1-yl)heptadecanamide